2-chloro-N-(5-(2-(((1r,4r)-4-(dimethylamino)cyclohexyl)amino)quinazolin-6-yl)-3-fluoro-6-methylpyridin-2-yl)benzenesulfonamide ClC1=C(C=CC=C1)S(=O)(=O)NC1=NC(=C(C=C1F)C=1C=C2C=NC(=NC2=CC1)NC1CCC(CC1)N(C)C)C